2-amino-3-[5-(amino-carboxy-methyl)-2,3-dihydro-isoxazol-3-ylsulfanyl]-propionic acid NC(C(=O)O)CSC1NOC(=C1)C(C(=O)O)N